(2S,4S)-4-fluoro-1-[2-[(3R)-3-[(3-methoxy-5-quinolyl)amino]pyrrolidin-1-yl]acetyl]pyrrolidine-2-carbonitrile F[C@H]1C[C@H](N(C1)C(CN1C[C@@H](CC1)NC1=C2C=C(C=NC2=CC=C1)OC)=O)C#N